4,6-di-sec-butyl-5-ethyl-3,7-dimethyl-nonane-4,6-diol C(C)(CC)C(C(CC)C)(C(C(C(CC)C)(O)C(C)CC)CC)O